(2-(tert-butyl)-1-methyl-1H-pyrrolo[2,3-c]pyridin-3-yl)(3,5-dibromo-4-hydroxyphenyl)methanone C(C)(C)(C)C1=C(C=2C(=CN=CC2)N1C)C(=O)C1=CC(=C(C(=C1)Br)O)Br